C(C)(C)(C)C=1C=C(NN1)NC(=O)NC1=CC=C(C=C1)N1C=NC2=C1C=CC(=C2)C(F)(F)F 1-(5-tert-butyl-2H-pyrazol-3-yl)-3-[4-(5-trifluoromethyl-benzoimidazol-1-yl)-phenyl]-urea